FC(C=1C=CC=2N(N1)C(=CN2)C2=CC(=NC(=C2)N2CC1(COC1)C2)N2CC(CCC2)CNS(=O)(=O)C)F N-((1-(4-(6-(Difluoromethyl)imidazo[1,2-b]pyridazin-3-yl)-6-(2-oxa-6-azaspiro[3.3]heptan-6-yl)pyridin-2-yl)piperidin-3-yl)methyl)methanesulfonamide